O=C1NC(CCC1C1=NN(C2=C(C=CC=C12)OCC(=O)NC1=C(SC(=C1)I)C(=O)OC)C)=O methyl 3-(2-((3-(2,6-dioxopiperidin-3-yl)-1-methyl-1H-indazol-7-yl)oxy)-acetamido)-5-iodothiophene-2-carboxylate